3-(4-amino-2-fluorophenylethyl)-2-(1-(4-fluorophenyl)-3-(furan-3-yl)-1H-pyrazol-4-yl)-5-methyl-oxazolidin-4-one NC1=CC(=C(C=C1)CCN1C(OC(C1=O)C)C=1C(=NN(C1)C1=CC=C(C=C1)F)C1=COC=C1)F